CC(C(=O)OC(C)OC(=O)N1CCC(CC1)C1=CC=C(C=C1)NC(C1=CC(=C(C=C1)C)NC1=NC=CC(=N1)C=1C=NC=CC1)=O)(C)C 4-{4-[4-Methyl-3-(4-pyridin-3-yl-pyrimidin-2-ylamino)-benzoylamino]-phenyl}-piperidine-1-carboxylic acid 1-(2,2-dimethyl-propionyloxy)-ethyl ester